COC(C1=C(C(=C(C=C1)NC=1N=CC2=C(N(CC(C(N2C)=O)(F)F)C2CCCC2)N1)OC)F)=O 4-((9-cyclopentyl-7,7-difluoro-5-methyl-6-oxo-6,7,8,9-tetrahydro-5H-pyrimido[4,5-b][1,4]diazepin-2-yl)amino)-2-fluoro-3-methoxybenzoic acid methyl ester